2-[(1E,3E,5E,7E,9E,11E,13E,15E,17E)-3,7,12,16-tetramethyl-18-(2,6,6-trimethylcyclohexen-1-yl)octadeca-1,3,5,7,9,11,13,15,17-nonaenyl]cyclohexene C/C(/C=C/C1=CCCCC1)=C\C=C\C(=C\C=C\C=C(\C=C\C=C(\C=C\C1=C(CCCC1(C)C)C)/C)/C)\C